C(C)(=O)N[C@](C=O)(O)[C@@H](O)[C@H](O)[C@H](O)CO 2-acetamido-mannose